3,3-dimethyl-5-((trimethylsilyl)oxy)-1,3,7,7a-tetrahydropyrrolo[1,2-c]oxazole CC1(OCC2N1C(=CC2)O[Si](C)(C)C)C